1-(3-bromophenyl)-3-((5-(5-(difluoromethyl)-1,3,4-oxadiazol-2-yl)pyridin-2-yl)methyl)-5,5-dimethylimidazolidin-2,4-dione BrC=1C=C(C=CC1)N1C(N(C(C1(C)C)=O)CC1=NC=C(C=C1)C=1OC(=NN1)C(F)F)=O